N-{4-[1-(3,5-bistrifluoromethylphenyl)-1H-[1,2,3]triazol-4-yl]-phenyl}-2-(1,3-dimethyl-2,6-dioxo-1,2,3,6-tetrahydropurin-7-yl)acetamide FC(C=1C=C(C=C(C1)C(F)(F)F)N1N=NC(=C1)C1=CC=C(C=C1)NC(CN1C=NC=2N(C(N(C(C12)=O)C)=O)C)=O)(F)F